FC1=C(C=CC(=C1C1=CC2=C(N=C(N=C2)NC)N2C1=NN=C2)C)O 2-fluoro-4-methyl-3-(2-(methylamino)-[1,2,4]triazolo[4',3':1,6]pyrido[2,3-d]pyrimidin-6-yl)phenol